ClC1=C2N=CN(C2=NC(=N1)SCCC)CCCCCC 6-chloro-9-hexyl-2-(propylsulfanyl)-9H-purine